COC([C@H](C(C)C)CN(C(=O)C=1N(C=CC=CC1)C(C1=CC=CC=C1)(C1=CC=CC=C1)C1=CC=CC=C1)C)=O (R)-3-methyl-2-(((R)-N-methyl-1-tritylazepine-2-carboxamido)methyl)butanoic acid methyl ester